methyl-formamidine CC(=N)N